5-[[2-[tert-butyl(diphenyl)silyl]oxy-2-methyl-propyl]sulfamoyl]-3-cyclopropyl-7,8-dihydro-6H-cyclopenta[g]isoquinoline-7-carboxylic acid [Si](C1=CC=CC=C1)(C1=CC=CC=C1)(C(C)(C)C)OC(CNS(=O)(=O)C1=C2C=C(N=CC2=CC2=C1CC(C2)C(=O)O)C2CC2)(C)C